ClC=1C=C2C=C(NC2=CC1)CNC(N(C)[C@H]1CN(CCC1)C(CNC(C)=O)=O)=O (R)-N-(2-(3-(3-((5-chloro-1H-indol-2-yl)methyl)-1-methylureido)piperidin-1-yl)-2-oxoethyl)acetamide